1-(pyridin-2-yl)ethanone N1=C(C=CC=C1)C(C)=O